2-[[4-[3-ethyl-5-isobutyl-2-(2H-tetrazol-5-yl)phenyl]piperazin-1-yl]methyl]-1,3-benzothiazole C(C)C=1C(=C(C=C(C1)CC(C)C)N1CCN(CC1)CC=1SC2=C(N1)C=CC=C2)C=2N=NNN2